5-methylthio-3-[1,2,3,6-tetrahydro-1-[2-[1-cycloheptylmethyl-1H-pyrazol-4-yl]ethyl]-4-pyridinyl]-1H-indole CSC=1C=C2C(=CNC2=CC1)C=1CCN(CC1)CCC=1C=NN(C1)CC1CCCCCC1